tert-butyl (6S)-6-methyl-2,4,6,7-tetrahydropyrazolo[4,3-c]pyridine-5-carboxylate C[C@H]1CC=2C(CN1C(=O)OC(C)(C)C)=CNN2